Methyl 4-(N-(tert-butyldiphenylsilyl)sulfamoyl)butanoate [Si](C1=CC=CC=C1)(C1=CC=CC=C1)(C(C)(C)C)NS(=O)(=O)CCCC(=O)OC